The molecule is an aryl sulfate that is the 3-hydroxy derivative of paracetamol sulfate. It has a role as a drug metabolite. It is an aryl sulfate, a member of acetamides and a member of phenols. It derives from a paracetamol sulfate. It is a conjugate acid of a 4-(acetylamino)-3-hydroxyphenyl sulfate. CC(=O)NC1=C(C=C(C=C1)OS(=O)(=O)O)O